4-bromo-N-(2-hydroxy-2-methylpropyl)benzenecarboxamide BrC1=CC=C(C=C1)C(=O)NCC(C)(C)O